C1(CC1)C(=O)NC1=NN2C(C=C(C=C2)C2=C(C=NN2C)OC[C@H]2N(CC2(C)C)C(=O)OC(C)(C)C)=C1 tert-butyl (S)-2-(((5-(2-(cyclopropanecarboxamido)pyrazolo[1,5-a]pyridin-5-yl)-1-methyl-1H-pyrazol-4-yl)oxy)methyl)-3,3-dimethylazetidine-1-carboxylate